C(C(=C)C)(=O)OCCOC ethylene glycol monomethyl ether monomethacrylate